Pyridazin-2-ylacetamide N1N(C=CC=C1)CC(=O)N